[N+](=O)([O-])C1=CC=C(C=C1)N1[C@H](CCC1)C=1N=C(SC1)NC(=O)C=1N(C=CC1)CC1=CC=NC=C1 N-[4-[(2R)-1-(4-nitrophenyl)pyrrolidin-2-yl]-1,3-thiazol-2-yl]-1-(pyridin-4-ylmethyl)pyrrole-2-carboxamide